FC(C(=O)O)(F)F.CC=1C=CC=C2C(NC(=NC12)CSC1CCN(CC1)CC=1C=C(C=CC1)NC(C)=O)=O N-(3-((4-(((8-Methyl-4-oxo-3,4-dihydroquinazolin-2-yl)methyl)thio)piperidin-1-yl)methyl)phenyl)acetamide trifluoroacetate